FC(CC[Si](OC)(OC)N1C(CCCC1)CC)(F)F (3,3,3-trifluoro-n-propyl)-(2-ethylpiperidinyl)-dimethoxysilane